Cl.C(C)N=NCCCN(C)C 3-(ethyldiazenyl)-N,N-dimethylpropan-1-amine hydrochloride